BrC=1C=C(C=C(C1)C=NCCC1=CC=CC=C1)O 3-bromo-5-((phenethylimino)methyl)phenol